N-{[3,5-difluoro-2-(oxan-4-yloxy)phenyl](deutero)methyl}-5-{2-acetamidoimidazo[1,2-b]pyridazin-6-yl}-2-methylpyridine-3-carboxamide FC=1C(=C(C=C(C1)F)C(NC(=O)C=1C(=NC=C(C1)C=1C=CC=2N(N1)C=C(N2)NC(C)=O)C)[2H])OC2CCOCC2